3-(2-acetoxy-4,6-dimethylphenyl)-3-methylbutyric acid C(C)(=O)OC1=C(C(=CC(=C1)C)C)C(CC(=O)O)(C)C